4-(7-(6-cyano-5-(trifluoromethyl)pyridin-3-yl)-8-oxo-6-thioxo-5,7-diazaspiro[3.4]octane-5-yl)-2-fluorobenzoic acid ethyl ester C(C)OC(C1=C(C=C(C=C1)N1C2(CCC2)C(N(C1=S)C=1C=NC(=C(C1)C(F)(F)F)C#N)=O)F)=O